(5'S,7a'R)-1-[2-(difluoromethyl)pyrimidin-4-yl]-5'-(3,5-difluorophenyl)tetrahydro-3'H-spiro[piperidine-4,2'-pyrrolo[2,1-b][1,3]oxazol]-3'-one FC(C1=NC=CC(=N1)N1CCC2(C(N3[C@H](O2)CC[C@H]3C3=CC(=CC(=C3)F)F)=O)CC1)F